(E)-(4,4-diethyl-6-oxotetrahydropyrimidine-2(1H)-ylidene)carbamic acid tert-butyl ester C(C)(C)(C)OC(/N=C\1/NC(CC(N1)(CC)CC)=O)=O